NC(CCC(=O)N(C([C@H]1N(C[C@@H](C1)O)C([C@@H](N)C)=O)=O)CC1=CC=CC=C1)N alanylhydroxyproline diaminobutyrylbenzylamide